C(C)(=O)C1=NN(C2=CC=CC=C12)CC(=O)O 2-(3-acetyl-1H-indazol-1-yl)acetic acid